(±)-[(trans)-4-methylpyrrolidin-3-yl]N-[8-amino-7-fluoro-6-(8-methyl-2,3-dihydro-1H-pyrido[2,3-b][1,4]oxazin-7-yl)-3-isoquinolyl]carbamate C[C@H]1[C@@H](CNC1)OC(NC=1N=CC2=C(C(=C(C=C2C1)C1=C(C2=C(OCCN2)N=C1)C)F)N)=O |r|